(R)-3-(4-(6-((6-amino-2-(difluoromethyl)pyrimidin-4-yl)amino)-4-methoxypyridin-3-yl)-1H-pyrazol-1-yl)pyrrolidine-1-carboxylic acid tert-butyl ester C(C)(C)(C)OC(=O)N1C[C@@H](CC1)N1N=CC(=C1)C=1C=NC(=CC1OC)NC1=NC(=NC(=C1)N)C(F)F